FC(C=1C(=CNC(C1)=O)C(=O)NC1=C(C=C(C(=C1)C1=CC(=C(C=C1)F)C(NC)=O)F)N1C[C@H](N(CC1)C)C)F 4-(difluoromethyl)-N-[4-fluoro-5-[4-fluoro-3-(methylcarbamoyl)phenyl]-2-[(3R)-3,4-dimethylpiperazin-1-yl]phenyl]-6-oxo-1H-pyridine-3-carboxamide